(S)-3-fluoro-5-(1-hydroxy-1-(tetrahydro-2H-pyran-4-yl)propyl)benzoic acid FC=1C=C(C(=O)O)C=C(C1)[C@](CC)(C1CCOCC1)O